tert-butyl (1S,4S)-5-(8-(benzyloxy)-6-cyclopropyl-7-(2-fluoro-6-hydroxyphenyl)-2-((tetrahydro-2H-pyran-4-yl)oxy)quinazolin-4-yl)-2,5-diazabicyclo[2.2.1]heptane-2-carboxylate C(C1=CC=CC=C1)OC=1C(=C(C=C2C(=NC(=NC12)OC1CCOCC1)N1[C@@H]2CN([C@H](C1)C2)C(=O)OC(C)(C)C)C2CC2)C2=C(C=CC=C2O)F